C(=O)OC(=O)C=1C(=CC=C(C1)OC)C1=CC=C(C=C1)OC formyl-4,4'-dimethoxy-[1,1'-biphenyl]-2-carboxylate